C(C)C1=NN2C(C=C(C(=C2)F)N2CC3(CN(C3)C(=O)N3CC(C3)O)CC2)=C1N(C=1SC(=C(N1)C1=CC=C(C=C1)F)C#N)C 2-((2-ethyl-6-fluoro-5-(2-(3-hydroxyazetidine-1-carbonyl)-2,6-diazaspiro[3.4]octane-6-yl)pyrazolo[1,5-a]pyridin-3-yl)(methyl)amino)-4-(4-fluorophenyl)thiazole-5-carbonitrile